7-methoxy-4-((1-((5-methylisoxazol-3-yl)carbamoyl)-1H-indol-5-yl)oxy)quinoline-6-yl-Formamide COC1=C(C=C2C(=CC=NC2=C1)OC=1C=C2C=CN(C2=CC1)C(NC1=NOC(=C1)C)=O)NC=O